6-phenyl-N2-(pyridin-4-yl)-N4-(tetrahydro-2H-pyran-3-yl)-1,3,5-triazine-2,4-diamine C1(=CC=CC=C1)C1=NC(=NC(=N1)NC1=CC=NC=C1)NC1COCCC1